6-[(Dimethylamino)methyl]-5-(morpholin-4-yl)-N-[2-(pyridin-4-yl)-[1,3]thiazolo[5,4-c]pyridin-6-yl]pyridin-2-amine CN(C)CC1=C(C=CC(=N1)NC1=CC2=C(C=N1)SC(=N2)C2=CC=NC=C2)N2CCOCC2